(3bR,4aR)-ethyl 1-(2-(4-(2,3-dimethylphenyl)-4-fluoropiperidin-1-yl)-2-oxoethyl)-3b,4,4a,5-tetrahydro-1H-cyclopropa[3,4]cyclopenta[1,2-c]pyrazole-3-carboxylate CC1=C(C=CC=C1C)C1(CCN(CC1)C(CN1N=C(C2=C1C[C@@H]1[C@H]2C1)C(=O)OCC)=O)F